N-(4-(4-(4-isopropyl-5-(8-methyl-[1,2,4]triazolo[1,5-a]pyridin-6-yl)-1H-pyrazol-3-yl)phenyl)cyclohexyl)-N-methyloxetan-3-amine C(C)(C)C=1C(=NNC1C=1C=C(C=2N(C1)N=CN2)C)C2=CC=C(C=C2)C2CCC(CC2)N(C2COC2)C